FC(S(=O)(=O)OC1=C(C(N(C(=C1)C)C1=C(C(=NC=C1C)C1=C(C(=CC=C1)C(C)(C)NC(C)=O)F)F)=O)Cl)(F)F 2'-(3-(2-acetamidopropan-2-yl)-2-fluorophenyl)-3-chloro-3'-fluoro-5',6-dimethyl-2-oxo-2H-[1,4'-bipyridin]-4-yl trifluoromethanesulfonate